methyl-2-cyano-3-[4-(o-tolyl)-2-oxo-chromen-7-yl]prop-2-enoate COC(C(=CC1=CC=C2C(=CC(OC2=C1)=O)C1=C(C=CC=C1)C)C#N)=O